FC(OC=1C=CC(=NC1)NC1=NC(=NN2C1=C(C(=C2)C2=NN(C=C2)C)C)C=2N(C=CN2)C)F N-(5-(Difluoromethoxy)pyridin-2-yl)-5-methyl-2-(1-methyl-1H-imidazol-2-yl)-6-(1-methyl-1H-pyrazol-3-yl)pyrrolo[2,1-f][1,2,4]triazin-4-amine